COC1CCN(CC1)C1=NC=CC(=N1)NC=1N=CC2=C(C=CC(=C2C1)[C@@H]1N(CCCC1)C(C=C)=O)N1[C@@H]([C@H](C1)C(C)(C)S(=O)(=O)C)C 1-((R)-2-(3-((2-(4-methoxypiperidin-1-yl)pyrimidin-4-yl)amino)-8-((2R,3S)-2-methyl-3-(2-(methylsulfonyl)propan-2-yl)azetidin-1-yl)isoquinolin-5-yl)piperidin-1-yl)prop-2-en-1-one